6-cyclopropyl-N-((1r,4r)-4-(hydroxymethyl)cyclohexyl)-2-(thiazol-5-yl)pyrimidine-4-carboxamide C1(CC1)C1=CC(=NC(=N1)C1=CN=CS1)C(=O)NC1CCC(CC1)CO